2-(2-cyclopropyl-7-methyl-4-oxo-6,7-dihydrofuro[3,2-c]pyridin-5-yl)acetate C1(CC1)C1=CC=2C(N(CC(C2O1)C)CC(=O)[O-])=O